FC(S(=O)(=O)OC1=C2C(=C(N=N1)N[C@H]1[C@@H](CCCC1)O)CN(CC2)CC2=CC=CC=C2)(F)F 6-benzyl-4-{[(1R,2R)-2-hydroxycyclohexyl]amino}-5,6,7,8-tetrahydropyrido[3,4-d]pyridazin-1-yl trifluoromethanesulfonate